1-(4-(4-(Phenethylamino)phenyl)piperazin-1-yl)ethan-1-one C(CC1=CC=CC=C1)NC1=CC=C(C=C1)N1CCN(CC1)C(C)=O